2-methyl-3-(trifluoromethyl)benzenesulfonyl chloride CC1=C(C=CC=C1C(F)(F)F)S(=O)(=O)Cl